[Si](C)(C)(C(C)(C)C)OCC=1C=C(C(=C2C=CN=CC12)CNC1CC(C1)OC1=CC(=C(C(=C1)F)C)F)F (1r,3r)-N-((8-(((tert-butyldimethylsilyl)oxy)methyl)-6-fluoroisoquinolin-5-yl)methyl)-3-(3,5-difluoro-4-methylphenoxy)cyclobutan-1-amine